BrC=1C(=NC(=NC1)NC1=C(C=C2CCN(CC2=C1)C)OC)NC=1C(=C2N=CC=NC2=CC1)P(C)(C)=O (6-((5-bromo-2-((6-methoxy-2-methyl-1,2,3,4-tetrahydroisoquinolin-7-yl)amino)pyrimidin-4-yl)amino)quinoxalin-5-yl)dimethylphosphine oxide